ClC=1C=C2C(=CNC2=CC1)CCCNS(=O)(=O)C1=CC=C(C=C1)OC[C@@H]1OC1 (R)-N-(3-(5-chloro-1H-indol-3-yl)propyl)-4-(oxiran-2-ylmethoxy)benzenesulfonamide